2-(1H-pyrazol-1-yl)thiazole N1(N=CC=C1)C=1SC=CN1